BrC1=C2C=NN(C2=CC(=C1CCC(CNC(C(O)[C@H]1CN(CCC1)C(=O)OC(C)(C)C)=O)=O)Cl)C1OCCCC1 tert-butyl (3R)-3-(2-((4-(4-bromo-6-chloro-1-(tetrahydro-2H-pyran-2-yl)-1H-indazol-5-yl)-2-oxobutyl)amino)-1-hydroxy-2-oxoethyl)piperidine-1-carboxylate